N-((S)-(2,3-dichloro-6-fluorophenyl)((1R,3r,5S)-3-methylbicyclo[3.1.0]hex-3-yl)methyl)-4-hydroxycyclopentane-1-carboxamide ClC1=C(C(=CC=C1Cl)F)[C@@H](NC(=O)C1CCC(C1)O)C1(C[C@H]2C[C@H]2C1)C